N-cyclohexyl-5-(3,4,5-trimethoxyphenyl)-1H-pyrrolo[2,3-b]pyridin-4-amine C1(CCCCC1)NC=1C2=C(N=CC1C1=CC(=C(C(=C1)OC)OC)OC)NC=C2